ClC1=C(C=CC=C1Cl)N1CCN(CC1)CCCCOC1=CC=C2CCC(NC2=C1)=O 7-(4-(4-(2,3-dichlorophenyl)piperazin-1-yl)butoxy)-3,4-dihydroquinolin-2(1H)-one